C(C)[Al](Cl)Cl ethyl-Aluminum Dichloride